3H-1,3-benzodiazole N1=CNC2=C1C=CC=C2